3-(chloromethyl)pyridine HCl Cl.ClCC=1C=NC=CC1